CN(C)C1=CC=C(C(=O)C2=CC=C(C=C2)N(C)C)C=C1 4,4'-di(N,N-dimethylamino)benzophenone